ClC=1C(=NC(=NC1)N1C[C@H](C([C@H](C1)C)(F)F)C)NC1=CC2=C(N(C(N2CCC(C)(O)C)=O)CCC(C)(C)O)C=C1 5-((5-Chloro-2-((3R,5S)-4,4-difluoro-3,5-dimethylpiperidin-1-yl)pyrimidin-4-yl)amino)-1,3-bis(3-hydroxy-3-methylbutyl)-1,3-dihydro-2H-benzo[d]imidazol-2-on